tert-butyl (S)-(5-methyl-4-oxo-7-(2-(2-oxopyrrolidin-1-yl)ethoxy)-2,3,4,5-tetrahydrobenzo[b][1,4]oxazepin-3-yl)carbamate CN1C2=C(OC[C@@H](C1=O)NC(OC(C)(C)C)=O)C=CC(=C2)OCCN2C(CCC2)=O